CC1=CC(CCC1)=O 3-methyl-cyclohex-2-en-1-one